crotyl mercaptopropionate SC(C(=O)OCC=CC)C